methyl 1-(1-(4-chloro-3-fluorophenyl)-3-isobutyl-1H-pyrazolo[4,3-b]pyridine-5-carbonyl)-3,3-dimethylpiperidine-4-carboxylate ClC1=C(C=C(C=C1)N1N=C(C2=NC(=CC=C21)C(=O)N2CC(C(CC2)C(=O)OC)(C)C)CC(C)C)F